C1(=CC=CC=C1)C#CC1(CC(=C(C(=O)O)C=C1)C(=O)O)C(=O)O 4-(phenylethynyl)trimellitic acid